(E)-4-dodecenal C(CC\C=C\CCCCCCC)=O